NCCNCCC[Si](OC)(OC)OC N-(2-aminoethyl)aminopropyltrimethoxysilane